6-{1-[2,5-difluoro-4-(4-fluorophenoxy)benzoyl]piperidin-4-yl}pyridazin-3-amine FC1=C(C(=O)N2CCC(CC2)C2=CC=C(N=N2)N)C=C(C(=C1)OC1=CC=C(C=C1)F)F